monophosphate monoammonium salt [NH4+].P(=O)([O-])(O)O